1-(4-aminopiperidin-1-yl)-2,2,2-trifluoroethan-1-one hydrochloride Cl.NC1CCN(CC1)C(C(F)(F)F)=O